CN(C1=CC=C(C=C1)C(\C=C\C1=CC=C(C=C1)O)=O)C (E)-1-[4-(Dimethylamino)phenyl]-3-(4-hydroxyphenyl)prop-2-en-1-one